CC1(C(C1)(C(=O)O)C)C(=O)O 1,2-Dimethylcyclopropane-1,2-dicarboxylic acid